CN(C(CN(CC[C@@H](C(=O)O)NC1=NC=C(C=N1)F)CCCCC1=NC=2NCCCC2C=C1)=O)C (S)-4-((2-(dimethylamino)-2-oxoethyl)(4-(5,6,7,8-tetrahydro-1,8-naphthyridin-2-yl)butyl)amino)-2-((5-fluoropyrimidin-2-yl)amino)butanoic acid